COC(C(C)(C1=CC=CC=C1)N1N=CC=2C=3N(C(=NC21)N)N=C(N3)C=3SC=CN3)=O 2-(5-amino-2-(thiazol-2-yl)-7H-pyrazolo[4,3-e][1,2,4]triazolo[1,5-c]pyrimidin-7-yl)-2-phenylpropionic acid methyl ester